CNC1(CC=2C=NNC2CC1)C1=CC=CC=C1 N-methyl-5-phenyl-4,5,6,7-tetrahydro-1H-indazol-5-amine